ClC1=NC(=NC(=N1)N)NCC1=NC=C(C=C1Cl)C 6-chloro-N4-[(3-chloro-5-methyl-2-pyridinyl)methyl]-1,3,5-triazine-2,4-diamine